C(C)O\C(=C/OC1=CC=C(C=C1)CC1=NC(=CC=C1)C(=O)N(C)OCC1CC1)\C(F)(F)F 2-[[4-[[(1Z)-2-ethoxy-3,3,3-trifluoro-1-propen-1-yl]oxy]phenyl]methyl]-N-(cyclopropylmethoxy)-N-methyl-6-pyridinecarboxamide